1-(4-fluoro-2-hydroxyphenyl)-2-(phenylsulfinyl)ethan-1-one FC1=CC(=C(C=C1)C(CS(=O)C1=CC=CC=C1)=O)O